BrCC1=C(C=C(C(=O)O)C=C1C(=O)OC)C(F)F 4-(bromomethyl)-3-(difluoromethyl)-5-methoxycarbonyl-benzoic acid